FC=1C=C(C=CC1)N1CC(C1)C1=CC(=C(CN2CC(C2)(O)C)C(=C1)C)C 1-(4-(1-(3-fluorophenyl)azetidin-3-yl)-2,6-dimethylbenzyl)-3-methylazetidin-3-ol